CC1=CC=CC(=N1)N1N=CC(=C1)CO [1-(6-methylpyridin-2-yl)pyrazol-4-yl]methanol